CC1CN(CC(O1)C=1C=NNC1C)C1=NC=NC(=C1)C1=CN=C2N1N=C(C=C2)C(F)(F)F 2-Methyl-6-(5-methyl-1H-pyrazol-4-yl)-4-(6-(6-(trifluoromethyl)imidazo[1,2-b]pyridazin-3-yl)pyrimidin-4-yl)morpholine